C(=C)C1=CC=C(CCOC=2C=CC(=NC2)C=O)C=C1 5-(4-vinylbenzyl-methoxy)pyridine-2-carbaldehyde